CN1CCN(CC1)[C@@H]1CC[C@H](CC1)N1C=C(C2=C1N=CN=C2N)C#CCOC2=CC=CC=C2 trans-7-(4-(4-methylpiperazin-1-yl)cyclohexyl)-5-(3-phenoxyprop-1-ynyl)-7H-pyrrolo[2,3-d]pyrimidin-4-amine